CC1=CC(OC2=CC(=CC=C12)OC(=O)N1C(CNCC1)COC(CCCCCCC)=O)=O 4-(((4-methyl-2-oxo-2H-chromen-7-yl)oxy)carbonyl)-3-((octanoyloxy)methyl)piperazin